C1(CCCC1)[C@@H](C(=O)OCC1=CC=CC=C1)N1C[C@@]2(CC1)CNCC2 benzyl (S)-2-cyclopentyl-2-((S)-2,7-diazaspiro[4.4]nonan-2-yl)acetate